3,5-bis(di(2-ethylhexyl)aminomethyl)-1,3,4-thiadiazolin-2-one C(C)C(CN(CC(CCCC)CC)CN1C(SC(=N1)CN(CC(CCCC)CC)CC(CCCC)CC)=O)CCCC